1-(4-(1-(2,6-dichlorophenyl)azetidin-3-yl)-2,5-dimethylbenzyl)piperidine-4-carboxylic acid ClC1=C(C(=CC=C1)Cl)N1CC(C1)C1=CC(=C(CN2CCC(CC2)C(=O)O)C=C1C)C